2-Amino-1-(6-cyclopropyl-3-hydroxy-2-methylphenyl)-5,6-dimethyl-1H-pyrrolo[2,3-b]pyridine-3-carboxamide NC1=C(C=2C(=NC(=C(C2)C)C)N1C1=C(C(=CC=C1C1CC1)O)C)C(=O)N